Cl.NC(C(=O)N1CCN(CC1)C(=O)NC1=NC(N(C=C1)C1=CC=C(C=C1)CN[C@@H]1C[C@@H](CCC1)N)=O)(C)C cis-4-(2-Amino-2-methylpropanoyl)-N-(1-(4-(((3-aminocyclohexyl)amino)methyl)phenyl)-2-oxo-1,2-dihydropyrimidin-4-yl)piperazine-1-carboxamide hydrochloride salt